N-(6-(6-(trifluoromethyl)imidazo[1,2-a]pyridin-3-yl)pyridin-2-yl)-6-azaspiro[3.4]octan-2-amine FC(C=1C=CC=2N(C1)C(=CN2)C2=CC=CC(=N2)NC2CC1(C2)CNCC1)(F)F